C1(=CC=CC=C1)C=1C2=CC=CC=C2C(=C2C=CC=CC12)C1=CC=C(C=C1)C1=CC=C(C=C1)C1(C2=CC=CC=C2C=2C=CC=CC12)C1=CC=CC=C1 9-phenyl-10-{4-(9-phenyl-9H-fluoren-9-yl)-biphenyl-4'-yl}-anthracene